(S)-3-amino-7-(5-(2-hydroxypropane-2-yl)isoxazol-3-yl)-5-methyl-2,3-dihydrobenzo[b][1,4]Oxazepine N[C@H]1CN(C2=C(OC1)C=CC(=C2)C2=NOC(=C2)C(C)(C)O)C